ClC=1C=CC(=C(C1)C1=CC(N(C=C1OC)C(C(=O)NC=1C=C2N=CC(=NC2=CC1)C)CC)=O)N1N=NC(=C1)Cl {4-[5-Chloro-2-(4-chloro-1H-1,2,3-triazol-1-yl)phenyl]-5-methoxy-2-oxopyridin-1(2H)-yl}-N-(2-methylquinoxalin-6-yl)butanamide